FC(N1C2=C(C3=CC=C(C=C13)C=1C=C(C(=NC1)N1CCC(CC1)CCN1CCN(CC1)C=1C=C3C(N(C(C3=CC1)=O)C1C(NC(CC1)=O)=O)=O)F)C=C(C=N2)F)F 5-(4-(2-(1-(5-(9-(difluoromethyl)-3-fluoro-9H-pyrido[2,3-b]indol-7-yl)-3-fluoropyridin-2-yl)piperidin-4-yl)ethyl)piperazin-1-yl)-2-(2,6-dioxopiperidin-3-yl)isoindoline-1,3-dione